(S)-1-(1-(3-chlorophenyl)-2-hydroxy-ethyl)-3-(1-(2-((3-ethynyl-phenyl)amino)pyrimidin-4-yl)-1H-pyrazol-4-yl)urea ClC=1C=C(C=CC1)[C@@H](CO)NC(=O)NC=1C=NN(C1)C1=NC(=NC=C1)NC1=CC(=CC=C1)C#C